[C-]1(C=CC=C1)CO.[CH-]1C=CC=C1.[Fe+2] Ferrocenyl-methyl alcohol